1-(3-bromophenyl)-3-(3-bromo-5-chlorophenyl)urea BrC=1C=C(C=CC1)NC(=O)NC1=CC(=CC(=C1)Cl)Br